COC1=CC(=C(C=C1)C(C)=O)C([2H])([2H])OC 1-(4-methoxy-2-(methoxymethyl-d2)phenyl)ethanone